NC=1C(NC2=C3C(=C(C=C2C1C1=CC(=CC=C1)O)C1CC1)C=CC=C3)=O 3-Amino-6-cyclopropyl-4-(3-hydroxyphenyl)-1H-benzo[h]quinolin-2-one